diethyl 2,6-dimethylterephthalate CC1=C(C(=O)OCC)C(=CC(=C1)C(=O)OCC)C